NC=1C(=NC(=NC1)C(F)(F)F)C(C)=O 1-[5-Amino-2-(trifluoromethyl)pyrimidin-4-yl]ethanone